C(CCCCCCCCCCCCCCCCCCCC)I n-heneicosyl iodide